The molecule is an decanoate ester obtained by formal condensation of the carboxy group of decanoic acid with the hydroxy group of 5-bromoindoxyl. It has a role as a chromogenic compound. It is a bromoindole and a decanoate ester. It derives from an indoxyl. CCCCCCCCCC(=O)OC1=CNC2=C1C=C(C=C2)Br